CC1=NC=CC(=N1)NC1CCC(CC1)OC1=C2C=NC(=NC2=CC(=C1)N1CCOCC1)C 2-methyl-N-[4-(2-methyl-7-morpholino-quinazolin-5-yl)oxy-cyclohexyl]-pyrimidin-4-amine